FC1=CC=C(C=C1)N1C(N2[C@@H](CN(CC2)C(=O)OC(C)(C)C)C1)=O tert-butyl (R)-2-(4-fluorophenyl)-3-oxohexahydroimidazo[1,5-a]pyrazine-7(1H)-carboxylate